COCCS(=O)C1=C(C2=C(N=C(N=C2C2=CC=CC=C2)C=2C=NC=CC2)S1)N ((2-methoxyethyl)sulfinyl)-4-phenyl-2-(pyridin-3-yl)thieno[2,3-d]pyrimidin-5-amine